C(C)(=O)OCC\C=C\CC (E)-3-hexen-1-ol acetate